(S)-N-(1-((2,2-difluorocyclopropyl)methyl)-1H-pyrazolo[3,4-b]pyridin-6-yl)-4-((2-hydroxyethyl)sulfonamido)-2-(6-azaspiro[2.5]octan-6-yl)benzamide FC1([C@@H](C1)CN1N=CC=2C1=NC(=CC2)NC(C2=C(C=C(C=C2)NS(=O)(=O)CCO)N2CCC1(CC1)CC2)=O)F